CC(=O)OC1=C(C(=CC=C1)I)OC(=O)C diacetoxyiodobenzene